(1R,3R,5R)-N-((R)-(4-chloro-2,5-difluorophenyl)(cyclopropyl)methyl)-2-((4-(trifluoromethyl)-2-pyridinyl)carbonyl)-2-azabicyclo[3.1.0]hexane-3-carboxamide ClC1=CC(=C(C=C1F)[C@H](NC(=O)[C@@H]1N([C@@H]2C[C@@H]2C1)C(=O)C1=NC=CC(=C1)C(F)(F)F)C1CC1)F